tert-butyl ((6-(4-fluoro-2-(2-(3-(2-hydroxypropan-2-yl)-1,5-dimethyl-1H-pyrazol-4-yl)ethoxy)phenyl)imidazo[1,2-a]pyridin-3-yl)methyl)(methyl)carbamate FC1=CC(=C(C=C1)C=1C=CC=2N(C1)C(=CN2)CN(C(OC(C)(C)C)=O)C)OCCC=2C(=NN(C2C)C)C(C)(C)O